FC1=CC=C(C=C1)C1=CC(=CC(=C1)O)C1=CC=C(C=C1)F 4,4''-difluoro-[1,1':3',1''-terphenyl]-5'-ol